2-((((((5-methylisoxazol-3-yl)methyl)amino)methyl)phenoxy)methyl)nicotinonitrile CC1=CC(=NO1)CNCC1=C(OCC2=C(C#N)C=CC=N2)C=CC=C1